N[C@@H](CO)C(=O)OC |r| (±)-Methyl serinate